4-[(1R,2S)-6-(tert-butoxy)-2-phenyl-1,2,3,4-tetrahydronaphthalen-1-yl]phenol C(C)(C)(C)OC=1C=C2CC[C@@H]([C@@H](C2=CC1)C1=CC=C(C=C1)O)C1=CC=CC=C1